Cl.OC1CNC1 3-Hydroxyazetidine HCl